NC=1C=C2C(=CNC2=CC1)C(C(=O)NC1C(N(CC1)CC1=CC=C(C=C1)C)=O)=O 2-(5-amino-1H-indol-3-yl)-N-(1-(4-methylbenzyl)-2-oxopyrrolidin-3-yl)-2-oxoacetamide